CN1C(C=C(C(=C1)C1=NN(C(=C1)C1=CC=CC=C1)C)C1=CC=CC=C1)=O 1-methyl-5-(1-methyl-5-phenyl-1H-pyrazol-3-yl)-4-phenylpyridin-2(1H)-one